2-oxopropanal O-(2-chloro-5-(3,5-dimethyl-2,6-dioxo-4-thioxo-1,3,5-triazin-1-yl)-4-fluorobenzoyl) oxime ClC1=C(C(=O)ON=CC(C)=O)C=C(C(=C1)F)N1C(N(C(N(C1=O)C)=S)C)=O